ON(C1=C(C=CC=C1)CC)O N,N-dihydroxyethyl-aniline